methyl 8-fluoro-9-iodo-3,4-dihydro-2H-benzo[b][1,4]dioxepin-6-carboxylate FC=1C=C(C2=C(OCCCO2)C1I)C(=O)OC